5-[4-(4-formyl-1-piperidyl)phenyl]-6-[4-(trifluoromethoxy)phenyl]-8,9-dihydro-7H-benzo[7]annulene-2-carboxylic acid C(=O)C1CCN(CC1)C1=CC=C(C=C1)C1=C(CCCC2=C1C=CC(=C2)C(=O)O)C2=CC=C(C=C2)OC(F)(F)F